2-chloro-6-(cyclohex-1-en-1-yl)nicotinonitrile ClC1=C(C#N)C=CC(=N1)C1=CCCCC1